Cl.ClC1=C(C=CC(=C1)S(N[C@H](C)C1CCN(CC1)C)(=O)=O)NC(C1=C(C=CC=C1)C)=O (R)-N-(2-chloro-4-(N-(1-(1-methylpiperidin-4-yl)ethyl)sulfamoyl)phenyl)-2-methylbenzamide hydrochloride